5-[4-amino-5-(trifluoromethyl)pyrrolo[2,1-f][1,2,4]triazin-7-yl]-N-[(3R,4S)-4-fluoro-1-(3-fluorocyclobutanecarbonyl)pyrrolidin-3-yl]-2-(deutero)methoxypyridine-3-carboxamide NC1=NC=NN2C1=C(C=C2C=2C=C(C(=NC2)OC[2H])C(=O)N[C@@H]2CN(C[C@@H]2F)C(=O)C2CC(C2)F)C(F)(F)F